5-benzo[1,3]dioxazol-5-ylmethylene-thiazolidine-2,4-dione O1NOC2=C1C=CC(=C2)C=C2C(NC(S2)=O)=O